[N+](=O)([O-])C=1C(=NNC1C)C 4-nitro-3,5-dimethyl-pyrazole